C1(CC1)N(CCC(C(=O)O)NC(=O)C1CN(CCC1)C(=O)OC)CCCCC1=NC=2NCCCC2C=C1 4-[cyclopropyl-[4-(5,6,7,8-tetrahydro-1,8-naphthyridin-2-yl)butyl]amino]-2-[[1-methoxycarbonylpiperidine-3-carbonyl]amino]butanoic acid